5-phenyl-3-mercapto-1,2,4-triazole C1(=CC=CC=C1)C1=NC(=NN1)S